(6-(4-(2,3-difluoro-4-hydroxyphenyl)-3-methyl-1H-pyrazol-1-yl)pyridin-3-yl)carbamic acid tert-butyl ester C(C)(C)(C)OC(NC=1C=NC(=CC1)N1N=C(C(=C1)C1=C(C(=C(C=C1)O)F)F)C)=O